5-bromo-2-cyano-pyridin-3-yl 3-deoxy-3-[4-(2-thiazolyl)-1H-1,2,3-triazol-1-yl]-1-thio-alpha-D-galactopyranoside S1C(=NC=C1)C=1N=NN(C1)[C@@H]1[C@H]([C@@H](SC=2C(=NC=C(C2)Br)C#N)O[C@@H]([C@@H]1O)CO)O